5-(2,6-dimethoxy-3-pyridinyl)-1-methyl-imidazole COC1=NC(=CC=C1C1=CN=CN1C)OC